4,5-dibutyl-1,3-bis(2,4,6-trimethylphenyl)-2-(imidazolidinylidene)(benzylidene)(tricyclohexylphosphine) C(CCC)C1=C(C(C(C=C2C(CCCC2)P(C2CCCCC2)C2CCCCC2)(C=C1CCCC)C1=C(C=C(C=C1C)C)C)=C1NCCN1)C1=C(C=C(C=C1C)C)C